5-hydroxynaphthalenedicarboxylic acid OC=1C2=CC=C(C(=C2C=CC1)C(=O)O)C(=O)O